BENZOQUINOLINE N1=CC=CC2=CC=C3C(=C12)C=CC=C3